5-[5-(tert-butoxycarbonylamino)-6-chloro-2-pyridyl]-3-methyl-triazole-4-carboxylic acid C(C)(C)(C)OC(=O)NC=1C=CC(=NC1Cl)C1=C(N(N=N1)C)C(=O)O